tert-Butyl 3-(1-(2-chloro-4-(trifluoromethyl)phenoxy)ethyl)azetidine-1-carboxylate ClC1=C(OC(C)C2CN(C2)C(=O)OC(C)(C)C)C=CC(=C1)C(F)(F)F